ClC1=CC=C2C(=CNC2=C1)S(=O)(=O)NC1=C(C(=CC(=C1)F)F)Cl 6-chloro-N-(2-chloro-3,5-difluorophenyl)-1H-indole-3-sulfonamide